ClC1=C(C=C(OCCCN2C(=C(C(=C2C)S(=O)(=O)CC2=CC=CC=C2)CC)C(=O)O)C=C1C)C 1-(3-(4-Chloro-3,5-dimethylphenoxy)propyl)-3-ethyl-5-methyl-4-toluenesulfonyl-1H-pyrrole-2-carboxylic acid